O=C1NC2=CC(=CC=C2C1)/C=C/C(=O)O (2E)-3-(2-oxo-1,3-dihydroindol-6-yl)prop-2-enoic acid